O=C1CSNC2=C1C=CC=C2 4-oxo-3,4-dihydro-1H-2,1-benzothiazine